O=C1N(C2C=C(CN1C2)N2N=CC=C2C(NOC)=O)OS(=O)(=O)[O-] (7-oxo-3-(5-(methoxycarbamoyl)-pyrazol-1-yl)-1,6-diazabicyclo[3.2.1]oct-3-en-6-yl)-sulfat